C(C)O[Si](CCCN1CCN(CC1)C)(OCC)OCC 1-[3-(triethoxysilyl)-propyl]-4-methylpiperazine